F[B-](F)(F)F.C(C)(C)(C)\[N+](=C/1\C=2C=C3C(=N\C(\C3=CC2C(=N1)N(C)C(C)(C)C)=[N+](\C)/C(C)(C)C)N(C)C(C)(C)C)\C.F[B-](F)(F)F (Z)-{(Z)-5-[(tert-Butyl)(methyl)azaniumylidene]-3,7-bis[(tert-butyl)-N-methylamino]-1,5-dihydro-2,6-di-aza-s-indacen-1-ylidene}(tert-butyl)(methyl)azanium tetrafluoroborate